NC1=C(C2=C(C(N1C1=C(C(=CC=C1C)O)C)=O)SC(=N2)C(C)(C)C)C(=O)N (S)-6-amino-2-(tert-butyl)-5-(3-hydroxy-2,6-dimethylphenyl)-4-oxo-4,5-dihydrothiazolo[5,4-c]pyridine-7-carboxamide